5-bromo-2-[1-(difluoromethyl)cyclopropyl]pyridine BrC=1C=CC(=NC1)C1(CC1)C(F)F